C[C@@]1(NCCC1)C(=O)OC methyl (S)-2-methylpyrrolidine-2-carboxylate